[Si](C)(C)(C(C)(C)C)OCC12CCC(CC1)(N2C(=O)OC(C)(C)C)CC=CC2=CC=CC=C2 tert-Butyl 1-(((tert-butyldimethylsilyl)oxy)methyl)-4-cinnamyl-7-azabicyclo-[2.2.1]heptane-7-carboxylate